2-(5-(3-(cyclobutylethynyl)phenyl)-2-(cyclopropylmethyl)-1-(3-fluoro-4-sulfamoylbenzyl)-1H-pyrrol-3-yl)thiazole-4-carboxylic acid C1(CCC1)C#CC=1C=C(C=CC1)C1=CC(=C(N1CC1=CC(=C(C=C1)S(N)(=O)=O)F)CC1CC1)C=1SC=C(N1)C(=O)O